isononyl-succinic anhydride C(CCCCCC(C)C)C1C(=O)OC(C1)=O